ClC=1C=C(C=CC1C=1N(C2=NC=NC(=C2N1)OC1(CC1)C)CC1=NC=CC(=C1)C)NC(=O)NC 1-(3-chloro-4-(6-(1-methylcyclopropoxy)-9-((4-methylpyridin-2-yl)methyl)-9H-purin-8-yl)phenyl)-3-methylurea